O=C1CC=NC2=NC3=CC=CC=C3N=C21 4-oxopyrido[2,3-b]quinoxalin